4-(azetidin-3-yloxy)-2-methoxypyridine N1CC(C1)OC1=CC(=NC=C1)OC